bromo-2-((2,4-dichlorophenoxy)methyl)pyridine BrC=1C(=NC=CC1)COC1=C(C=C(C=C1)Cl)Cl